ethyl 2-bromo-6-formylbenzoate BrC1=C(C(=O)OCC)C(=CC=C1)C=O